OC1CCN(C1)C(=O)NC=1SC(=C(N1)C)C1=CC(=NC=C1)C(C(F)(F)F)(C)C 4-hydroxy-N-(4-methyl-5-(2-(1,1,1-trifluoro-2-methylpropan-2-yl)pyridin-4-yl)thiazol-2-yl)pyrrolidine-1-carboxamide